(9R,10R,11S)-11-(hydroxymethyl)-N-(4-methoxyphenyl)-10-(4-(phenylethynyl)phenyl)-1,7-diazabicyclo[7.2.0]undecane-7-carboxamide OC[C@@H]1[C@@H]([C@@H]2CN(CCCCCN12)C(=O)NC1=CC=C(C=C1)OC)C1=CC=C(C=C1)C#CC1=CC=CC=C1